4-amino-7-fluoro-N-((1S)-1-(3-fluoro-5-(trifluoromethyl)-2-pyridinyl)ethyl)-N,1-dimethyl-1H-pyrazolo[4,3-c]quinoline-8-carboxamide NC1=NC=2C=C(C(=CC2C2=C1C=NN2C)C(=O)N(C)[C@@H](C)C2=NC=C(C=C2F)C(F)(F)F)F